[C@@H]1([C@H](O)[C@@H](O)[C@H](O)CO1)OC1=CC=C(C(C(=O)O)=C1)O 5-O-(beta-D-xylopyranosyl)gentisic acid